trans-4-((4-(2-Isopropyloxazol-4-yl)pyridine-2-yl)((trans-4-(5-methoxy-6-methylpyridin-2-yl)cyclohexyl)methyl)carbamoyl)cyclohexyl 3-(hydroxymethyl)azetidine-1-carboxylate OCC1CN(C1)C(=O)O[C@@H]1CC[C@H](CC1)C(N(C[C@@H]1CC[C@H](CC1)C1=NC(=C(C=C1)OC)C)C1=NC=CC(=C1)C=1N=C(OC1)C(C)C)=O